CC1=C(C=C(C=C1)C)NC(=O)N1C(C2=NN(C=C2C1)C(=O)[O-])(C)C 5-((2,5-dimethylphenyl) carbamoyl)-6,6-dimethyl-5,6-dihydropyrrolo[3,4-c]pyrazole-2(4H)-carboxylate